O=C1NC(CCC1N1C(C2=CC=C3C(=C2C1)OCC31CCN(CCC1)C(=O)OC(C)(C)C)=O)=O tert-butyl 7'-(2,6-dioxopiperidin-3-yl)-6'-oxo-2',6',7',8'-tetrahydrospiro[azepane-4,3'-furo[2,3-e]isoindole]-1-carboxylate